F[C@H]1C[C@H](N(C1)C(CN1C[C@@H](CC1)NC1=C2C=CC=NC2=CC(=C1)F)=O)C#N (2S,4S)-4-fluoro-1-[2-[(3R)-3-[(7-fluoro-5-quinolinyl)amino]pyrrolidin-1-yl]acetyl]pyrrolidine-2-carbonitrile